α,α'-Azobis(isobutyronitril) N(=NC(C#N)(C)C)C(C#N)(C)C